NCCOC=1C=CC=2N(C1)C=C(N2)CCCNCCCOC=2C=CC=1N(C2)C=C(N1)C 3-(6-(2-aminoethoxy)imidazo[1,2-a]pyridin-2-yl)-N-(3-((2-methylimidazo[1,2-a]pyridin-6-yl)oxy)propyl)propan-1-amine